CN1N=CC=2C1=NC(=CC2C)N 1,4-dimethyl-1H-pyrazolo[3,4-b]pyridin-6-amine